C(C)(C)(C)OC(N(C=1C=2N(C=C(N1)Cl)N=CC2C=C)CC=C)=O Allyl-(6-chloro-3-vinyl-pyrazolo[1,5-a]pyrazin-4-yl)carbamic acid tert-butyl ester